ClC=1C=C(C(=NC1)OC)S(=O)(=O)NC1=C(C(=CC=C1)C1=CC2=C(N=C(N=C2)SC)N=C1C)F 5-chloro-N-(2-fluoro-3-(7-methyl-2-(methylthio)pyrido[2,3-d]pyrimidin-6-yl)phenyl)-2-methoxypyridine-3-sulfonamide